2-Hexyne CC#CCCC